C1(CC1)C([C@@H](C(=O)OC)NC(=O)C=1N(N=CC1)C(C)C)C1CC1 methyl (2S)-3,3-dicyclopropyl-2-[(2-isopropylpyrazole-3-carbonyl)amino]propanoate